N[C@@H](C(=O)N[C@H](CNC(=O)[C@H]1[C@@H](CC[C@H](C1)C)C(C)C)C1=CC=CC=C1)C (1R,2S,5R)-N-((S)-2-((R)-2-aminopropionamido)-2-phenylethyl)-2-isopropyl-5-methylcyclohexane-1-carboxamide